C(C)(C)(C)NS(=O)(=O)C=1C=C(C=CC1)NC(C1=C(C=C(C=C1)NCCO)N1CCC2(CC2)CC1)=O N-(3-(N-(tert-butyl)sulfamoyl)phenyl)-4-((2-hydroxyethyl)amino)-2-(6-azaspiro[2.5]octan-6-yl)benzamide